(R)-pyrrolidone N1C(CCC1)=O